methyl (S)-2-(3-((tert-butoxycarbonyl)amino)prop-1-yn-1-yl)-5-(2-(4-(4-chlorophenyl)-2,3,9-trimethyl-6H-thieno[3,2-f][1,2,4]triazolo[4,3-a][1,4]diazepin-6-yl)acetamido)benzoate C(C)(C)(C)OC(=O)NCC#CC1=C(C(=O)OC)C=C(C=C1)NC(C[C@H]1C=2N(C3=C(C(=N1)C1=CC=C(C=C1)Cl)C(=C(S3)C)C)C(=NN2)C)=O